FC(C(=O)O)(F)F.NC1CCC(CC1)SC=1C=C(CN2CCC(CC2)C2=CC=C3C(=NN(C3=C2)C)N2C(NC(CC2)=O)=O)C=CC1 1-(6-(1-(3-(((1r,4r)-4-aminocyclohexyl)thio)benzyl)piperidin-4-yl)-1-methyl-1H-indazol-3-yl)dihydropyrimidine-2,4(1H,3H)-dione 2,2,2-trifluoroacetate